2-cyclohexyl-5,6,7,8-tetrahydro-10H-oxazolo[5,4-d]pyrido[1,2-a]pyrimidin-10-one C1(CCCCC1)C=1OC=2N=C3N(C(C2N1)=O)CCCC3